OCC1=NN=C(S1)C1=NC=C2N1C=C(C=C2N2CC(NCC2)COC)S(=O)(=O)NC2(COC2)C 3-(5-(Hydroxymethyl)-1,3,4-thiadiazol-2-yl)-8-(3-(methoxymethyl)piperazin-1-yl)-N-(3-methyloxetane-3-yl)imidazo[1,5-a]pyridine-6-sulfonamide